N-(3-(1,1-difluoroethyl)phenyl)-1-(4-(difluoromethoxy)-3-(4-(4-methoxybenzyl)-5-methyl-4H-1,2,4-triazol-3-yl)phenyl)-3-methyl-5-oxo-4,5-dihydro-1H-pyrazole-4-carboxamide FC(C)(F)C=1C=C(C=CC1)NC(=O)C1C(=NN(C1=O)C1=CC(=C(C=C1)OC(F)F)C1=NN=C(N1CC1=CC=C(C=C1)OC)C)C